FC=1C=C(C=C(C1F)N1CCNCC1)C=1C=C2C(=NC1)NC=C2C2=CC=C1C(CC3(CCN(CC3)C)C1=C2)=O 6-(5-(3,4-difluoro-5-(piperazin-1-yl)phenyl)-1H-pyrrolo[2,3-b]pyridin-3-yl)-1'-methylspiro[indene-1,4'-piperidin]-3(2H)-one